C(CCCCC)(=O)ONC(CI)=O ((iodoacetyl) amino) hexanoate